N,N-dimethyl-3-[({5-[5-(trifluoromethyl)-1,2,4-oxadiazol-3-yl]pyridin-2-yl}methyl)amino]benzamide CN(C(C1=CC(=CC=C1)NCC1=NC=C(C=C1)C1=NOC(=N1)C(F)(F)F)=O)C